pyridin-3-ylmeth-anol N1=CC(=CC=C1)CO